FN1C(CN(C(C2=C1C=CC=C2)=O)C)=O fluoro-3,4-dihydro-4-methyl-1H-[1,4]benzodiazepine-2,5-dione